FC(C(C(C(C(C(C(C(C(C(F)(F)F)(F)F)(F)F)(F)F)(F)F)(F)F)(F)F)(F)F)(F)F)(CCCC)F henicosafluorotetradecane